COC=1C=C2CCN3C(C2=CC1C=1N=NN(N1)C)=C(C=C3C(=O)N3[C@@](CCC3)([C@H](C(F)(F)F)O)C)C=3SC=CC3 [8-methoxy-9-(2-methyltetrazol-5-yl)-1-(2-thienyl)-5,6-dihydropyrrolo[2,1-a]isoquinolin-3-yl]-[(2S)-2-methyl-2-[(1R)-2,2,2-trifluoro-1-hydroxy-ethyl]pyrrolidin-1-yl]methanone